4-(6-((2,4-difluorophenyl)amino)pyrazin-2-yl)-4-(methoxymethyl)hexanoic acid FC1=C(C=CC(=C1)F)NC1=CN=CC(=N1)C(CCC(=O)O)(CC)COC